3,4-epoxy-6-methyl-cyclohexyl-methyl-3,4-epoxy-6-methylcyclohexanecarboxylate CC1CC2C(CC1OC(=O)C1(CC3C(CC1C)O3)C)O2